FCC(OC=1C=C2C(N(C(N(C2=CC1)C1CCN(CC1)C=O)=O)CC1=CC=C(C=C1)C1=CC=NC=C1)=O)CF 4-{6-[2-fluoro-1-(fluoromethyl)ethoxy]-2,4-dioxo-3-(4-(pyridin-4-yl)benzyl)-3,4-dihydroquinazolin-1(2H)-yl}piperidine-1-carbaldehyde